C(C#C)NC(OC[C@@H]1O[C@@H](CS1)N1C(N=C(C=C1)N)=O)=O ((2R,5S)-5-(4-amino-2-oxopyrimidin-1(2H)-yl)-1,3-oxathiolan-2-yl)methyl prop-2-yn-1-ylcarbamate